N-(3-butoxypropyl)thiolamine C(CCC)OCCCNC=1SC=CC1